3,4-dichloro-2-nitrophenylacetic acid ClC=1C(=C(C=CC1Cl)CC(=O)O)[N+](=O)[O-]